tert-Butyl 4-[(Z)-C-phenyl-N-(p-tolylsulfonylamino)carbonimidoyl]piperidine-1-carboxylate C1(=CC=CC=C1)\C(=N/NS(=O)(=O)C1=CC=C(C=C1)C)\C1CCN(CC1)C(=O)OC(C)(C)C